The molecule is a glycosyloxyflavone and a flavone C-glycoside that is (S)-naringenin substituted by a beta-D-glucopyranosyl residue at position 7 via a glycosidic linkage and a alpha-L-arabinopyranosyl residue at position 8. It has been isolated from the roots and leaves of Petrorhagia velutina. It has a role as a plant metabolite. It is a glycosyloxyflavone, a flavone C-glycoside, a dihydroxyflavone and a (2S)-flavan-4-one. It derives from a (S)-naringenin. C1[C@H](OC2=C(C1=O)C(=CC(=C2[C@H]3[C@@H]([C@H]([C@H](CO3)O)O)O)O[C@H]4[C@@H]([C@H]([C@@H]([C@H](O4)CO)O)O)O)O)C5=CC=C(C=C5)O